C[SiH](C1=CC(=CC(=C1)[SiH](C)C)[SiH](C)C)C 1,3,5-tris(dimethylsilyl)benzene